2-({5'-chloro-3,3'-difluoro-2'-[(5-methylpyridine-3-sulfonyl)amino][1,1'-biphenyl]-4-yl}oxy)-2-methylpropanoic acid ClC=1C=C(C(=C(C1)C1=CC(=C(C=C1)OC(C(=O)O)(C)C)F)NS(=O)(=O)C=1C=NC=C(C1)C)F